C(CCCCC)N1C(CCC1)=O α-hexylpyrrolidone